ClC=1C=C(OC=2N=CC3=C(N2)OC(=N3)C3=CC(=C(OCC(=O)O)C(=C3)C)C)C=CC1 2-(4-(5-(3-Chlorophenoxy)oxazolo[5,4-d]pyrimidin-2-yl)-2,6-dimethylphenoxy)acetic acid